3,5-dimethyl-1H-pyrazoleboronic acid pinacol ester CC1(NNC(=C1)C)B1OC(C)(C)C(C)(C)O1